racemic-1-methyl-7-phenyl-1,4-diazepane CN1CCNCC[C@@H]1C1=CC=CC=C1 |r|